rel-(R)-6-(cyclopropanecarboxamido)-4-((1-(difluoromethyl)-4,5-dimethyl-4,5-dihydro-1H-[1,2,3]triazolo[4,5-c][1,7]naphthyridin-6-yl)amino)-N-(methyl-d3)pyridazine-3-carboxamide C1(CC1)C(=O)NC1=CC(=C(N=N1)C(=O)NC([2H])([2H])[2H])NC1=NC=CC=2C3=C([C@H](N(C12)C)C)N=NN3C(F)F |o1:27|